benzamide TFA salt OC(=O)C(F)(F)F.C(C1=CC=CC=C1)(=O)N